O1CCC(CC1)NC(=O)C=1C=NC=CC1 N-tetrahydropyran-4-yl-pyridine-3-carboxamide